5-(3-fluorophenyl)-1,3,4-oxadiazol-2(3H)-one FC=1C=C(C=CC1)C1=NNC(O1)=O